ClC=1C=NC(=NC1)OC1=C(C=C(C=C1)NC(=O)C1(CC(C1)OC)C(=O)N)C ((4-((5-chloropyrimidin-2-yl)oxy)-3-methylphenyl)carbamoyl)-3-methoxycyclobutane-1-carboxamide